2-[(4-dimethylphosphorylphenyl)methyl]-2,6-diazaspiro[3.3]heptane CP(=O)(C)C1=CC=C(C=C1)CN1CC2(C1)CNC2